METHOXYUREA CONC(=O)N